C(C)(C)(C)C1=CC=C(C=C1)NC(=O)N1[C@H](CCC1)C(=O)NC1=CC=C(C=C1)C1=CC=C(C=C1)C(=O)O 4'-({1-[(4-tert-butylphenyl)carbamoyl]-D-prolyl}amino)[1,1'-biphenyl]-4-carboxylic acid